P(=O)(=O)OCCNC(CCC\C=C/C\C=C/C\C=C/C\C=C/CCCCC)=O phosphoanandamide